FC1=NC(=CC=C1CNC)C(F)(F)F 1-(2-fluoro-6-(trifluoromethyl)pyridin-3-yl)-N-methylmethanamine